COC1(CN(C1)C(=O)OC(C)(C)C)C1=CC=C(C=C1)C(=O)N1CCC(CC1)OC1=CC=C(C=C1)C(F)(F)F tert-butyl 3-methoxy-3-(4-(4-(4-(trifluoromethyl)phenoxy)piperidine-1-carbonyl)phenyl)azetidine-1-carboxylate